BrC=1C=CC=2N(C1)C=C(N2)C2=CC=CC=C2 6-bromo-2-phenylimidazo[1,2-a]pyridine